6-isopropyl-2,3-dimethyl-10-oxo-5,10-dihydro-6H-pyrido[2,1-f][1,6]naphthyridine-9-carboxylic acid C(C)(C)C1N2C(C=3C=C(C(=NC3C1)C)C)=CC(C(=C2)C(=O)O)=O